C(C1=CC=CC=C1)OC[C@H]1NCC[C@@H]1C(=O)N([C@@H](C(C)C)C(=O)OC)C methyl N-((2S,3S)-2-((benzyloxy)methyl)pyrrolidine-3-carbonyl)-N-methyl-L-valinate